N-(2-(3-(trifluoromethyl)phenyl)benzo[d][1,3]dioxol-5-yl)acrylamide FC(C=1C=C(C=CC1)C1OC2=C(O1)C=CC(=C2)NC(C=C)=O)(F)F